1-Methylindol-3-aldehyd CN1C=C(C2=CC=CC=C12)C=O